C1(CCCCC1)CN([C@@H]1C[C@H]2CCC(N3[C@]2(CC1)OC[C@@H]3C(C)C)=O)CC3=CC=C(C=C3)C(F)(F)F (3S,7aR,9S,11aR)-9-[cyclohexylmethyl-[[4-(trifluoromethyl)phenyl]methyl]amino]-3-isopropyl-3,6,7,7a,8,9,10,11-octahydro-2H-oxazolo[2,3-j]quinolin-5-one